(R)-2-(6-(5-chloro-2-((oxan-4-yl)amino)pyrimidin-4-yl)-1-oxoisoindolin-2-yl)-N-(1-(3-formylphenyl)ethyl)acetamide ClC=1C(=NC(=NC1)NC1CCOCC1)C1=CC=C2CN(C(C2=C1)=O)CC(=O)N[C@H](C)C1=CC(=CC=C1)C=O